FC(C1=NN=C(O1)C1=CC(=C(CN(C2=C(C(C2=O)=O)N2[C@@H]3CN([C@H](C2)C3)C(=O)OC(C)(C)C)C3=CC=CC=C3)C=C1)F)F Tert-butyl (1S,4S)-5-(2-((4-(5-(difluoromethyl)-1,3,4-oxadiazol-2-yl)-2-fluorobenzyl)(phenyl)amino)-3,4-dioxocyclobut-1-en-1-yl)-2,5-diazabicyclo[2.2.1]heptane-2-carboxylate